C1N(CC2C1CCC2)C2=NC(=NC(=C2)NC=2SC(=CN2)C=2OC(=NN2)C2=CC=CC=C2)NC2CCC(CC2)O (1R,4R)-4-((4-(hexahydrocyclopenta[c]pyrrol-2(1H)-yl)-6-((5-(5-phenyl-1,3,4-oxadiazole-2-yl)thiazol-2-yl)amino)pyrimidin-2-yl)amino)cyclohexan-1-ol